C(C1=CC=CC=C1)N([C@@H](CC(=O)OCC)C1=CC(=C(C=C1)OC)Br)[C@H](C)C1=CC=CC=C1 ethyl (S)-3-(benzyl((R)-1-phenylethyl)amino)-3-(3-bromo-4-methoxyphenyl)propanoate